NC1=NC=C(C2=C1C(=C(N2C)C2=CC=C(C=C2)NC(C(=C)F)=O)C=2C=C(C(=NC2)C(=O)NCC(F)(F)F)OC)C#CCN(C)C 5-{4-amino-7-[3-(dimethylamino)prop-1-ynyl]-2-{4-[(2-fluoroacrylamido)]phenyl}-1-methylpyrrolo[3,2-c]pyridin-3-yl}-3-methoxy-N-(2,2,2-trifluoroethyl)pyridine-2-carboxamide